C(C=C)C1=CC=C(C=C1)C1=CC=CC=C1 4-allyl-1,1'-biphenyl